N-(tert-butoxycarbonyl)-O-(cyclohex-2-en-1-yl)-D-homoserine C(C)(C)(C)OC(=O)N[C@H](CCOC1C=CCCC1)C(=O)O